CC1N(CCC1)C1(CC1)CO (1-(2-methylpyrrolidin-1-yl)cyclopropyl)methanol